2-cyano-benzo[d]imidazole-4-carboxylic acid C(#N)C=1NC2=C(N1)C=CC=C2C(=O)O